Tris(2-methoxyethoxy)vinylsilan COCCOC(=C(OCCOC)OCCOC)[SiH3]